4-(hydroxymethyl)-D-phenylalanine OCC1=CC=C(C[C@@H](N)C(=O)O)C=C1